F[C@H]1C[C@@H](CNC1)NC=1C2=C(N=CN1)C(=CC(=N2)C2=CC=C(C=C2)OCC2(CCCC2)O)C(=O)N 4-{[(3S,5S)-5-fluoropiperidin-3-yl]amino}-6-{4-[(1-hydroxycyclopentyl)methoxy]phenyl}pyrido[3,2-d]pyrimidine-8-carboxamide